4-amino-1-(1-fluoropropan-2-yl)-N-(4-(methoxymethyl)phenyl)-1H-pyrazolo[3,4-d]pyrimidine-3-carboxamide NC1=C2C(=NC=N1)N(N=C2C(=O)NC2=CC=C(C=C2)COC)C(CF)C